1-{4-[(2S)-2,3-dihydro-1,4-benzodioxin-2-yl]benzyl}-4-(1,1-dioxido-1,2-thiazolidine-2-yl)piperidine O1[C@H](COC2=C1C=CC=C2)C2=CC=C(CN1CCC(CC1)N1S(CCC1)(=O)=O)C=C2